3-[6-[(1-methylpyrazolo[3,4-d]pyrimidin-4-yl)amino]-1-oxo-isoindolin-2-yl]piperidine-2,6-dione CN1N=CC=2C1=NC=NC2NC2=CC=C1CN(C(C1=C2)=O)C2C(NC(CC2)=O)=O